CC1=C(C=CC2=CC=CC=C12)S(=O)(=O)NC1=C(C=CC=C1)C#CC=1C=CC(=NC1)C(=O)O 5-{2-[2-(1-methylnaphthalene-2-sulfonamido)phenyl]ethynyl}pyridine-2-carboxylic acid